(1-(3,4-difluorobenzyl)-1H-indol-5-yl)acrylamide FC=1C=C(CN2C=CC3=CC(=CC=C23)C(C(=O)N)=C)C=CC1F